1-phenyl-2-hexen-1-one C1(=CC=CC=C1)C(C=CCCC)=O